(2S)-1-[1-[4-(1-Methylpyrazol-4-yl)oxyphenyl]cyclopropanecarbonyl]-N-[(1S)-1-(2-amino-2-oxo-ethyl)prop-2-ynyl]pyrrolidine-2-carboxamide CN1N=CC(=C1)OC1=CC=C(C=C1)C1(CC1)C(=O)N1[C@@H](CCC1)C(=O)N[C@H](C#C)CC(=O)N